C(CCCCCCCCCCCCCCCCC)[N+](C)(C)C N-octadecyl-N,N,N-trimethyl-ammonium